(2R or S)-1,1-difluoro-1-{2-fluoro-3-[(1R)-1-{[6-(methanesulfonyl)-2-methylpyrido[3,4-d]pyrimidin-4-yl]amino}ethyl]phenyl}-2-methylbutan-2-ol FC([C@@](CC)(O)C)(C1=C(C(=CC=C1)[C@@H](C)NC=1C2=C(N=C(N1)C)C=NC(=C2)S(=O)(=O)C)F)F |o1:2|